C1(=CC=CC=C1)C1=NC(=NC2=C1SC1=C2C=CC=C1)C1=CC=CC=C1 diphenylbenzothienopyrimidine